CC=1NC(=C(N1)C1=C(C=C(C(=C1)F)F)F)C=1C=CC=2N(C1)N=CN2 6-(2-Methyl-4-(2,4,5-trifluorophenyl)-1H-imidazol-5-yl)-[1,2,4]triazolo[1,5-a]pyridine